NC1=C(C=NN1C=1C=NC(=CC1C)OC1=C(C=CC=C1F)F)C(=O)C1=CC=2C(=CC=C3CCN(C(C23)CO)C2CN(C2)C)N1 (5-amino-1-{6-[(2,6-difluorophenyl)oxy]-4-methylpyridin-3-yl}pyrazol-4-yl)[1-(hydroxymethyl)-2-(1-methylazetidin-3-yl)-2,3,4,7-tetrahydro-1H-pyrrolo[2,3-H]isoquinolin-8-yl]methanone